CC1C(C1)NC1=NC(=NC(=N1)NC1=CC=NC=C1)C1=CC=CC=C1 N2-(2-methylcyclopropyl)-6-phenyl-N4-(pyridin-4-yl)-1,3,5-triazine-2,4-diamine